3-[6-(acetoxy)-4-methylpyridin-3-yl]azetidine-1-carboxylic acid tert-butyl ester C(C)(C)(C)OC(=O)N1CC(C1)C=1C=NC(=CC1C)OC(C)=O